ClP(Cl)(Cl)(Cl)Cl pentachloro-phosphane